7-((2S,5R)-2,5-diethyl-4-(1-(pyrazolo[1,5-a]pyridin-5-yl)ethyl)piperazin-1-yl)-4-methyl-2-(tetrahydro-2H-pyran-2-yl)-2,4-dihydro-5H-pyrazolo[4,3-d]pyrimidin-5-one C(C)[C@@H]1N(C[C@H](N(C1)C(C)C1=CC=2N(C=C1)N=CC2)CC)C=2C=1C(N(C(N2)=O)C)=CN(N1)C1OCCCC1